N2-(2,4-bistrifluoromethylbenzyl)-N3-(1-tert-butyloxycarbonylpiperidin-4-yl)quinoxaline-2,3-diamine FC(C1=C(CNC2=NC3=CC=CC=C3N=C2NC2CCN(CC2)C(=O)OC(C)(C)C)C=CC(=C1)C(F)(F)F)(F)F